C(=O)(O)C(CC(=O)C1=CC2=C([Se]1)C=C(C(=C2)OCCCOC2=CC1=C([Se]C(=C1)C(=O)C1C(CC1)C(=O)O)C=C2OC)OC)CC 2-(5-(3-((2-(3-carboxypentanoyl)-6-methoxybenzo[b]selenophen-5-yl)oxy)propoxy)-6-methoxybenzo[b]selenophen-2-carbonyl)cyclobutane-1-carboxylic acid